CN1N=CC(=C1)C=1N=C(C=2N(C1)N=CC2)O[C@@H]2[C@H]1CN([C@@H](C2)C1)C(C=C)=O 1-((1R,4R,5S)-5-((6-(1-methyl-1H-pyrazol-4-yl)pyrazolo[1,5-a]pyrazin-4-yl)oxy)-2-azabicyclo[2.2.1]heptan-2-yl)prop-2-en-1-one